C(CCCCCCC\C=C/C\C=C/CCCCC)(=O)OCC(COC(=O)OCC1CCN(CC1)CC)COC(\C=C(\CCCCCCC)/CCCCCC)=O 3-((((1-ethylpiperidin-4-yl)methoxy)carbonyl)oxy)-2-((((E)-3-hexyldec-2-enoyl)oxy)methyl)propyl (9Z,12Z)-octadeca-9,12-dienoate